pyrazole-1-propionitrile N1(N=CC=C1)CCC#N